ClC1=C(OC=2C=CC(=C(C2)S(=O)(=O)NC2CN(C2)C(=O)N(C)C)O)C(=CC(=C1)N1N=C(C(NC1=O)=O)C(F)F)Cl 3-((5-(2,6-dichloro-4-(6-(difluoromethyl)-3,5-dioxo-4,5-dihydro-1,2,4-triazin-2(3H)-yl)phenoxy)-2-hydroxyphenyl)sulfonamido)-N,N-dimethylazetidine-1-carboxamide